ClC1=CC=C(S1)B1OC(C(O1)(C)C)(C)C 2-(5-chlorothiophene-2-yl)-4,4,5,5-tetramethyl-1,3,2-dioxaborolan